N-[(2-methacryloyloxyethyl)aminocarbonyl]-ε-caprolactam C(C(=C)C)(=O)OCCNC(=O)N1C(CCCCC1)=O